CN([C@H]1C[C@H](C1)NS(=O)(=O)CCC)C=1C2=C(N=CN1)NC=C2 N-(cis-3-(methyl(7H-pyrrolo[2,3-d]pyrimidin-4-yl)amino)cyclobutyl)propane-1-sulfonamide